3-[(6-bromo-3-pyridyl)-(9H-fluoren-9-ylmethoxycarbonyl)amino]propanoic acid BrC1=CC=C(C=N1)N(CCC(=O)O)C(=O)OCC1C2=CC=CC=C2C=2C=CC=CC12